6-(3-pyridinyl)-1H-pyridin-2-one N1=CC(=CC=C1)C1=CC=CC(N1)=O